N-((5-(1-fluorocyclopropyl)-6-(thiazol-4-ylmethoxy)-1H-indol-2-yl)methyl)-1-methylcyclopropane-1-carboxamide FC1(CC1)C=1C=C2C=C(NC2=CC1OCC=1N=CSC1)CNC(=O)C1(CC1)C